4-nitro-2,6-di-tert-butylphenol [N+](=O)([O-])C1=CC(=C(C(=C1)C(C)(C)C)O)C(C)(C)C